1-((4-methyl-2,3,4,5-tetrahydrobenzo[f][1,4]thiazepin-8-yl)methyl)-1H-pyrazole CN1CCSC2=C(C1)C=CC(=C2)CN2N=CC=C2